COC=1C=C2CCN(CC2=CC1[N+](=O)[O-])C(=O)OC(C)(C)C Tert-butyl 6-methoxy-7-nitro-3,4-dihydroisoquinoline-2(1H)-carboxylate